(2,6-dichlorophenyl)methanone ClC1=C(C(=CC=C1)Cl)C=O